[N+](=O)([O-])C=1C=CC(=NC1)NC1=CC=CC=C1 5-nitro-N-phenylpyridine-2-amine